C(CCCCC)C(C(=O)OCCCCCCC(CCCCCCOC(C(CCCCCCC)CCCCCC)=O)(O)CCCCN(C(C)C)C(C)C)CCCCCCCC 7-(4-(Diisopropylamino)butyl)-13-((2-hexylnonanoyl)oxy)-7-hydroxytridecyl 2-hexyldecanoate